Cl.FC(C1NCCOCC1)(F)F 5-(trifluoromethyl)-1,4-oxaazepane hydrochloride